S1C=NC2=C1C=C(C=C2)NC2=NC=NC1=CC(=C(C=C21)N[C@@H]2[C@@H](CN(CC2)C)F)C2=NN(C=C2)C N4-(benzo[d]thiazol-6-yl)-N6-((3R,4S)-3-fluoro-1-methylpiperidin-4-yl)-7-(1-methyl-1H-pyrazol-3-yl)quinazoline-4,6-diamine